[N+](=O)([O-])C=1C=NN(C1)[C@@H](C)C1=NN=CN1CC(F)(F)F 3-[(1S)-1-(4-nitropyrazol-1-yl)ethyl]-4-(2,2,2-trifluoroethyl)-1,2,4-triazole